(2R)-2-fluoro-5-(4-methoxyphenyl)tetrahydro-1H-pyrrolizine F[C@@H]1CC2=CCC(N2C1)C1=CC=C(C=C1)OC